C1(=CC=CC=C1)P(C1=C(C(=CC=C1)C(C1=C(C=C(C=C1C)C)C)=O)C(C1=C(C=C(C=C1C)C)C)=O)(C1=CC=CC=C1)=O phenylbis(2,4,6-trimethylbenzoyl)diphenylphosphine oxide